tert-butyl 2-((1-((3-((4-chlorobenzyl)carbamoyl)-1-methyl-7-oxo-1,4,5,7-tetrahydro-6H-pyrazolo[3,4-c]pyridin-6-yl)methyl)cyclopropyl)sulfonyl)-2-methylpropanoate ClC1=CC=C(CNC(=O)C2=NN(C=3C(N(CCC32)CC3(CC3)S(=O)(=O)C(C(=O)OC(C)(C)C)(C)C)=O)C)C=C1